2-(phenylsulfanyl)anthraquinone C1(=CC=CC=C1)SC1=CC=2C(C3=CC=CC=C3C(C2C=C1)=O)=O